(R)-6-(3,3-difluoropyrrolidin-1-yl)-N-(1-(2-(trifluoromethyl)pyrimidin-5-yl)ethyl)quinazolin-4-amine FC1(CN(CC1)C=1C=C2C(=NC=NC2=CC1)N[C@H](C)C=1C=NC(=NC1)C(F)(F)F)F